N-(4-((2-amino-3-chloropyridine-4-yl)oxy)-3-fluorophenyl)-5-cyclopropyl-1-(4-fluorophenyl)-2-oxo-1,2-dihydropyridine-3-carboxamide NC1=NC=CC(=C1Cl)OC1=C(C=C(C=C1)NC(=O)C=1C(N(C=C(C1)C1CC1)C1=CC=C(C=C1)F)=O)F